(R)-1-((4-chloro-5-fluoro-2-(2-methoxy-7-methylquinoxalin-5-yl)benzo[d]thiazol-6-yl)oxy)propan-2-yl (5-methyl-1,3,4-thiadiazol-2-yl)carbamate CC1=NN=C(S1)NC(O[C@@H](COC1=CC2=C(N=C(S2)C2=C3N=CC(=NC3=CC(=C2)C)OC)C(=C1F)Cl)C)=O